(Z)-1-METHYL-N-(TOSYLOXY)-1H-PYRAZOLE-4-CARBIMIDOYL CYANIDE CN1N=CC(=C1)/C(=N/OS(=O)(=O)C1=CC=C(C)C=C1)/C#N